C1(CCCCC1)C(=O)NC(=O)[C@@H]1CC12CCN(CC2)C(=O)OC(C(F)(F)F)C(F)(F)F |o1:11| 1,1,1,3,3,3-hexafluoropropan-2-yl (R or S)-1-((cyclohexanecarbonyl)carbamoyl)-6-azaspiro[2.5]octane-6-carboxylate